C1(=CC=CC=C1)C(=C(CC1=NC=CC=C1C)C1=CC=C(C=C1)C)C1=CC=CC=C1 2-(3,3-diphenyl-2-(p-tolyl)allyl)-3-methylpyridine